methyl 4-(2-(methylcarbamoyl)-6,9-dioxo-5-(4-(trifluoro-methyl)benzyl)-2,5,8-triazaspiro[3.5]nonan-8-yl)benzoate CNC(=O)N1CC2(C1)N(C(CN(C2=O)C2=CC=C(C(=O)OC)C=C2)=O)CC2=CC=C(C=C2)C(F)(F)F